C1=CC2=C(C=CS2)C3=C1SC=C3 BenzoDiThiophene